C(#N)C=1C(=NC(=CC1C(F)(F)F)C)N1S(N(C[C@H]1C(=O)N(C=1C=C(C=CC1)C)C)C)(=O)=O (S)-2-(3-cyano-6-methyl-4-(trifluoromethyl)pyridin-2-yl)-N,5-dimethyl-N-(m-tolyl)-1,2,5-thiadiazolidine-3-carboxamide 1,1-dioxide